C(C(=C)C)(=O)NCCCNC(=O)C1=CC=C(C=C1)\C(=C/C=C\1/N(C2=CC=C(C=C2C1(C)C)S(=O)(=O)[O-])C)\C=C\C1N(C2=CC=CC=C2C1(C)C)C (E)-2-((2Z,4E)-3-(4-(3-methacrylamidopropylcarbamoyl) phenyl)-5-(1,3,3-trimethyl-3H-indole-2-yl) pentan-2,4-dienylidene)-1,3,3-trimethylindoline-5-sulfonate